C(C)OC(\C=C/C(=O)C1=CC=CC=C1)=O (Z)-4-phenyl-4-oxo-2-butenoic acid ethyl ester